N,N'-dimethylimidazolylideneborane CN1C(N(C=C1)C)=B